C(C1=CC=CC=C1)N1CCCC12CN(CC2)C=2C=CC(=NC2)N 5-(1-benzyl-1,7-diazaspiro[4.4]nonan-7-yl)pyridin-2-amine